1-(4-(2-(2,6-dimethylpyridin-4-yl)-3-isopropyl-1H-indol-5-yl)piperidin-1-yl)-2-((1-methylcyclobutyl)amino)ethan-1-one CC1=NC(=CC(=C1)C=1NC2=CC=C(C=C2C1C(C)C)C1CCN(CC1)C(CNC1(CCC1)C)=O)C